O1COC2=C1C=CC=C2C(C)NCC2=CC(=NC=C2)N2CCCCC2 1-(1,3-benzodioxol-4-yl)-N-[[2-(1-piperidyl)-4-pyridyl]-methyl]ethanamin